BrC1=CC=CC=2N3C4=C(C=CC=C4C4(C12)C1=CC=CC=C1C=1C=CC=CC14)C=1C=CC=CC13 9'-bromospiro[fluorene-9,8'-indolo[3,2,1-de]acridine]